N-(2-aminoethyl)-2-chloroacetamide hydrochloride Cl.NCCNC(CCl)=O